4-(hydroxymethyl)bicyclo[1.1.1]pentane-2-carbonitrile OCC1C2C(C1C2)C#N